C(C)(=O)ON(CCN(OC(C)=O)OC(C)=O)OC(C)=O.[Na].[Na].[Na] trisodium ethylenediamine tetraacetate